ClCOC(=O)NC[C@H](CC(=O)OC(C)(C)C)O tert-butyl (S)-4-(((chloromethoxy)carbonyl)amino)-3-hydroxybutanoate